NC1=NC=CC=C1C1=NC=2C(=NC(=CC2)C2=NN(N=C2)C)N1C=1C=C2CC[C@@H](C2=CC1)NC(C1=CC(=C(C=C1)O)C=O)=O N-[(1S)-5-[2-(2-aminopyridin-3-yl)-5-(2-methyl-1,2,3-triazol-4-yl)imidazo[4,5-b]pyridin-3-yl]-2,3-dihydro-1H-inden-1-yl]-3-formyl-4-hydroxybenzamide